CN(C)C1=C(C=CC2=CC=CC=C12)C(=O)O (dimethylamino)-2-naphthoic acid